N1=C(C(=C(C=C1)N)N)C1=NC=CC=C1 bipyridyl-diamine